2,4-Dihydro-5-methyl-2-phenyl-4-(phenylazo)-3H-pyrazol-3-on CC=1C(C(N(N1)C1=CC=CC=C1)=O)N=NC1=CC=CC=C1